FC1CN(C1)C=1OC2=C(N1)C=C(C=C2)OCC2=NC=C(C=C2)OC 2-(3-fluoroazetidin-1-yl)-5-[(5-methoxypyridin-2-yl)methoxy]-1,3-benzoxazole